1-methyl-1-(2-(pyrazolo[5,1-b]thiazole-7-carbonyl)-2-azaspiro[3.3]heptan-6-yl)-3-(4-(trifluoromethyl)pyridin-2-yl)urea CN(C(=O)NC1=NC=CC(=C1)C(F)(F)F)C1CC2(CN(C2)C(=O)C=2C=NN3C2SC=C3)C1